CC(C)C1=C(C(=CC(=C1N)C(C)C)C(C)C)N 2,4,6-tris(1-methylethyl)-1,3-phenylenediamine